FC(COC1=NC=C(C=N1)C=1C=CC(NN1)=O)(F)F 6-[2-(2,2,2-trifluoroethoxy)pyrimidin-5-yl]-2H-pyridazin-3-one